N-(1-cyano-4-(piperidin-1-yl)but-2-yl)-1-cyclopentyl-5-(2,6-dimethoxyphenyl)-1H-pyrazole-3-carboxamide C(#N)CC(CCN1CCCCC1)NC(=O)C1=NN(C(=C1)C1=C(C=CC=C1OC)OC)C1CCCC1